styrenedimethylamine ethyl-formate C(C)OC=O.C(=CC1=CC=CC=C1)(CN)CN